BrC1=CC(=C(C(=C1)C)N=C=O)Cl 4-Bromo-2-chloro-6-methylphenyl isocyanate